C(C)(C)(C)OC(=O)N1C(=C(C=2C(CC(CC12)(C)C)=O)C)C(=O)N[C@@H](CCCC)C1=NC2=C(N1C(=O)OC(C)(C)C)C=C(C=C2)OCCCN(C)C tert-butyl (S)-2-(1-(1-(tert-butoxycarbonyl)-3,6,6-trimethyl-4-oxo-4,5,6,7-tetrahydro-1H-indole-2-carboxamido)pentyl)-6-(3-(dimethylamino)propyloxy)-1H-benzo[d]imidazole-1-carboxylate